N-hydroxy-3-(3-(4-(2-oxo-2-(pyridin-3-ylamino)ethyl)phenoxy)azetidin-1-yl)benzamide ONC(C1=CC(=CC=C1)N1CC(C1)OC1=CC=C(C=C1)CC(NC=1C=NC=CC1)=O)=O